tert-butyl 5-amino-4-[6-fluoro-1-oxo-5-(4-piperidyl)isoindolin-2-yl]-5-oxo-pentanoate NC(C(CCC(=O)OC(C)(C)C)N1C(C2=CC(=C(C=C2C1)C1CCNCC1)F)=O)=O